ClC1=NC=2C=CC=C(C2C=C1)S(=O)(=O)NC=1C(=NC(=C(C1)F)C1COC1)OC 2-chloro-N-[5-fluoro-2-methoxy-6-(oxetan-3-yl)-3-pyridinyl]quinoline-5-sulfonamide